(E)-3-(3-(tert-butoxycarbonyl)-2-((tert-butoxycarbonyl)oxy)-4-(ethoxymethyl)phenyl)acrylic acid C(C)(C)(C)OC(=O)C=1C(=C(C=CC1COCC)/C=C/C(=O)O)OC(=O)OC(C)(C)C